ClC=1C=C(C=CC1F)[C@H]1[C@@H](CN(C1)CCOC)NC(NC1=C(C(=NN1C1=CC=CC=C1)C(=O)NC)C)=O 5-(3-(trans-4-(3-chloro-4-fluorophenyl)-1-(2-methoxyethyl)pyrrolidin-3-yl)ureido)-N,4-dimethyl-1-phenyl-1H-pyrazole-3-carboxamide